N[C@@](CN1CC(C1)OC1=C(C=2O[B-]([C@H]3C[C@H]3C2C=C1)(O)O)C(=O)[O-])(C(=O)NCCN)C (2R,4S)-9-(1-{(2S)-2-amino-3-[(2-aminoethyl)amino]-2-methyl-3-oxopropyl}azetidin-3-yl)oxy-5,5-dihydroxy-6-oxa-5-boranuidatricyclo[5.4.0.02,4]undeca-1(7),8,10-triene-8-carboxylate